Zinc telluride [Te-2].[Zn+2]